BrCC(=O)C1=C2CCCC2=C(C=C1NC(C)=O)Cl N-(4-(2-bromoacetyl)-7-chloro-2,3-dihydro-1H-inden-5-yl)acetamide